BrCCO[Si](C)(C)C(C)(C)C 2-bromoethoxy(tertiary butyl)dimethylsilane